2-(4-carboxy-2,5-dihydroxybenzoylamino)-5-fluoronicotinic acid C(=O)(O)C1=CC(=C(C(=O)NC2=C(C(=O)O)C=C(C=N2)F)C=C1O)O